2-benzyl 1-(chloromethyl) (S)-pyrrolidine-1,2-dicarboxylate N1([C@@H](CCC1)C(=O)OCC1=CC=CC=C1)C(=O)OCCl